decyl(6-isopropyl-3-methylcyclohex-2-en-1-yl)sulfane C(CCCCCCCCC)SC1C=C(CCC1C(C)C)C